(S)-1-(2,3-dihydro-1H-inden-4-yl)ethylamine hydrochloride Cl.C1CCC2=C(C=CC=C12)[C@H](C)N